CN1N=C(C2=CC=CC(=C12)C(C(=O)O)N1CC(C1)OCCCCCC1=NC=2NCC(CC2C=C1)O)C 2-(1,3-dimethyl-1H-indazol-7-yl)-2-(3-(5-(6-hydroxy-5,6,7,8-tetrahydro-1,8-naphthyridin-2-yl)pentyloxy)azetidin-1-yl)acetic acid